tert-butyl (1S,4S)-2,5-diazabicyclo[2.2.2]-octane-2-carboxylate [C@@H]12N(C[C@@H](NC1)CC2)C(=O)OC(C)(C)C